N1=CN=C(C2=C1NC=C2)C=2C=CC(=NC2)N2CC1N(C(C2)C1)CC1=CC(=NC=C1)OC 3-(5-(7H-pyrrolo[2,3-d]pyrimidin-4-yl)pyridin-2-yl)-6-((2-methoxypyridin-4-yl)methyl)-3,6-diazabicyclo[3.1.1]heptane